C1(CCCCC1)C=1C=C(C(=NC1)N)F 5-cyclohexyl-3-fluoropyridin-2-amine